ClC1=C(C(=CC(=C1)C(F)(F)F)Cl)B(O)O (2,6-dichloro-4-(trifluoromethyl)phenyl)boronic acid